1-dodecyl-3-propylimidazole C(CCCCCCCCCCC)N1CN(C=C1)CCC